N1C=C(C2=CC=CC=C12)CCNC1=NC(=NC2=C1OCCN2)C=2C(NC=C(C2)F)=O 3-(4-((2-(1H-indol-3-yl)ethyl)amino)-7,8-dihydro-6H-pyrimido[5,4-b][1,4]oxazin-2-yl)-5-fluoropyridin-2(1H)-one